C(C)(C)C1C(CC(CC1)C)OC(CCC(=O)N(C)C)=O 2-Isopropyl-5-methylcyclohexyl-4-(dimethylamino)-4-oxobutanoate